C(C)C1=NC=C(C(=C1)C1=CC(=NN1COCC[Si](C)(C)C)C(=O)N1C2(CC2)CCCC1)F 4-[5-(2-ethyl-5-fluoropyridin-4-yl)-1-{[2-(trimethylsilyl)ethoxy]methyl}pyrazole-3-carbonyl]-4-azaspiro[2.5]octane